(2S,4S)-2,4-diethyl-2,3,4,6,7,8-hexahydro-5H-chromen-5-one C(C)[C@@H]1OC=2CCCC(C2[C@H](C1)CC)=O